di-n-Octylamine CCCCCCCCNCCCCCCCC